3,3-bis(4-cyanophenyl)-2-methylpentane C(#N)C1=CC=C(C=C1)C(C(C)C)(CC)C1=CC=C(C=C1)C#N